N,N'-diethyl-N,N'-diallylethane-1,2-diamine C(C)N(CCN(CC=C)CC)CC=C